C1(CCCC1)OC(N(C)CC=1C(=C(C(=CC1CCCCC)O)C1=CC(=CC=C1)C)O)=O.OC1=C(C(=CC(=C1CN(C(OC(C)C)=O)C)CCCCC)O)C1=CC(=CC=C1)C isopropyl ((2,6-dihydroxy-3'-methyl-4-pentyl-[1,1'-biphenyl]-3-yl)methyl)(methyl)carbamate cyclopentyl-((2,6-dihydroxy-3'-methyl-4-pentyl-[1,1'-biphenyl]-3-yl)methyl)(methyl)carbamate